C(C)N1CCC(CC1)NC=1C2=CC=CC=C2N=C2C=C(C(=CC12)OC)OC N-(1-ethylpiperidin-4-yl)-2,3-dimethoxyacridin-9-amine